N1(CCCC1)C(=O)C=1C=C(NCC2=NC=C(C=C2)C2=NOC(=N2)C(F)(F)F)C=CC1 3-(pyrrolidin-1-ylcarbonyl)-N-({5-[5-(trifluoromethyl)-1,2,4-oxadiazol-3-yl]pyridin-2-yl}methyl)aniline